4-(dimethylamino)-N-methyl-N-((E)-3-(4-((3-methyl-4-((1-methyl-1H-benzo[d]imidazol-5-yl)oxy)phenyl)amino)pyrido[3,2-d]pyrimidin-6-yl)allyl)but-2-enamide CN(CC=CC(=O)N(C\C=C\C=1C=CC=2N=CN=C(C2N1)NC1=CC(=C(C=C1)OC1=CC2=C(N(C=N2)C)C=C1)C)C)C